[1,2,3]triazolo[4,5-f]isoindole-5,7(2H,6H)-dione N=1NN=C2C1C=C1C(NC(C1=C2)=O)=O